CC1=CC=C(OC2=CC=C(C=C2)N2N=C3C(NCC[C@@H]3N3CCN(CC3)S(=O)(=O)C3=C(C=CC=C3)[N+](=O)[O-])=C2C(=O)N)C=C1 (7S)-2-[4-(4-methylphenoxy)phenyl]-7-[4-(2-nitrobenzene-1-sulfonyl)piperazin-1-yl]-4,5,6,7-tetrahydro-2H-pyrazolo[4,3-b]pyridine-3-carboxamide